BrCCOC1=CC(=C(C=C1)[N+](=O)[O-])F 4-(2-bromoethoxy)-2-fluoro-1-nitrobenzene